FC=1C=C2C(C(=C(N(C2=CC1)[C@H]1CN(CC1)C(=O)OC(C)(C)C)CCl)I)=C=O (R)-tert-butyl 3-(6-fluoro-2-(chloromethyl)-3-iodo-4-carbonylquinolin-1(4H)-yl)pyrrolidine-1-carboxylate